8-(1-((4-fluoro-2-(4-hydroxypiperidin-1-yl)phenyl)amino)ethyl)-3,6-dimethyl-2-(tetrahydro-2H-pyran-4-yl)quinazolin-4(3H)-one FC1=CC(=C(C=C1)NC(C)C=1C=C(C=C2C(N(C(=NC12)C1CCOCC1)C)=O)C)N1CCC(CC1)O